1,3',7'-trimethoxy-2,2'-binaphthalene COC1=C(C=CC2=CC=CC=C12)C1=CC2=CC(=CC=C2C=C1OC)OC